tetradecyl-lysine C(CCCCCCCCCCCCC)N[C@@H](CCCCN)C(=O)O